[C@H]12COC[C@@H]2C1NCC1=CC(=C2CN(C(C2=C1)=O)C1=CC(=CC=C1)C1(CC(C1)OC)C1=NN=CN1C)C(F)(F)F 6-(((1r,5s,6r)-3-oxabicyclo[3.1.0]hexane-6-ylamino)methyl)-2-(3-((1r,3r)-3-methoxy-1-(4-methyl-4H-1,2,4-triazol-3-yl)cyclobutyl)phenyl)-4-(trifluoromethyl)isoindolin-1-one